C(#N)NC(=N)N 1-Cyanoguanidine